C(C)(C)(C)OC(=O)N1CCC(CC1)[C@H](C)N1C[C@H](OC2=C1C=C(C=C2F)C(=O)OC)C Methyl (2R)-4-{(1S)-1-[1-(tert-butoxycarbonyl)piperidin-4-yl]ethyl}-8-fluoro-2-methyl-3,4-dihydro-2H-1,4-benzoxazine-6-carboxylate